5-fluoro-2-(3-oxa-8-azabicyclo[3.2.1]oct-8-yl)benzoic acid FC=1C=CC(=C(C(=O)O)C1)N1C2COCC1CC2